tert-butyl 4-(5-chloro-4-(methylsulfonyl) pyrimidin-2-yl)-3,3-dimethylpiperazine-1-carboxylate ClC=1C(=NC(=NC1)N1C(CN(CC1)C(=O)OC(C)(C)C)(C)C)S(=O)(=O)C